1-(4-Chloro-2-(morpholin-3-yl)benzyl)-2-thioxo-1,2,3,5-tetrahydro-4H-pyrrolo[3,2-d]pyrimidin-4-one ClC1=CC(=C(CN2C(NC(C3=C2C=CN3)=O)=S)C=C1)C1NCCOC1